OC1=C2C=CC=C(C2=CC=C1)C(=O)O 5-hydroxy-1-naphthoic acid